C(C)(C)C1=C(NC2=CC=C(C=C12)C1CCNCC1)C=1C=CC(N(C1C)C)=O 5-(3-isopropyl-5-(piperidin-4-yl)-1H-indol-2-yl)-1,6-dimethylpyridin-2(1H)-one